2-(3,5-dimethylphenoxy)nicotinoyl chloride CC=1C=C(OC2=C(C(=O)Cl)C=CC=N2)C=C(C1)C